3-bromo-4-[[2-hydroxy-1-(oxan-4-yl)ethyl]amino]-5-nitrobenzenesulfonamide BrC=1C=C(C=C(C1NC(CO)C1CCOCC1)[N+](=O)[O-])S(=O)(=O)N